8,10-difluoro-2,3,4,5-tetrahydrophenanthridine-1,6-dione FC=1C=C2C(NC=3CCCC(C3C2=C(C1)F)=O)=O